C(#N)C1(CC1)NS(=O)(=O)C1=CC=C2C3=C(N(C2=C1)C=1SC(=NN1)C(F)F)N=CN=C3N3CCN(CC3)C(C(C)(C)C)=O N-(1-Cyanocyclopropyl)-9-(5-(difluoromethyl)-1,3,4-thiadiazol-2-yl)-4-(4-pivaloylpiperazin-1-yl)-9H-pyrimido[4,5-b]indole-7-sulfonamide